2-(4-methoxyphenyl)ethan-1-ol COC1=CC=C(C=C1)CCO